N1-methylguanine CN1C(N)=NC=2N=CNC2C1=O